N1N=CC2=CC(=CC=C12)C#CC1=NC(=NC=C1)C1=NC(=NC=C1)NCC(=O)NC12CCC(CC1)C2 2-((4-((1H-Indazol-5-yl)ethynyl)-[2,4'-bipyrimidin]-2'-yl)amino)-N-(bicyclo[2.2.1]heptan-1-yl)acetamide